FC(CN1CCN(CC1)C1CCC(CC1)NC(=O)C1=CC2=C(N(N=C2C)CC(C)(C)C)S1)F N-((1r,4r)-4-(4-(2,2-difluoroethyl)piperazin-1-yl)cyclohexyl)-3-methyl-1-neopentyl-1H-thieno[2,3-c]pyrazole-5-carboxamide